C1(CC1)[C@H](NC(CN1N=CC2=C(C1=O)C(=NN2C2CC2)C)=O)C2=CC=CC=C2 (S)-N-(cyclopropyl-(phenyl)methyl)-2-(1-cyclopropyl-3-methyl-4-oxo-1,4-dihydro-5H-pyrazolo[3,4-d]pyridazin-5-yl)acetamide